N1=C(C=CC2=CC=CN=C12)C(=O)N [1,8]Naphthyridine-2-carboxamide